tert-butyl N-tert-butoxycarbonyl-N-[5-[[2-[(5S)-2-[2-(1,3-dimethyl-4-piperidyl)-1,3-Benzothiazol-5-Yl]-5-methyl-1-piperidyl]-2-oxo-acetyl]amino]-3-ethyl-2-pyridyl]carbamate C(C)(C)(C)OC(=O)N(C(OC(C)(C)C)=O)C1=NC=C(C=C1CC)NC(C(=O)N1C(CC[C@@H](C1)C)C=1C=CC2=C(N=C(S2)C2C(CN(CC2)C)C)C1)=O